BrC1=CC(=C(C#N)C=C1)OC1=C(C=CC(=C1)F)Cl 4-bromo-2-(2-chloro-5-fluoro-phenoxy)benzonitrile